(S,Z)-2-(4-((1-(5-(4-Methylpyridin-3-yl)-2-oxo-1H-pyrrolo[2,3-c]pyridin-3(2H)-ylidene)ethyl)amino)-1H-pyrazol-1-yl)propanenitrile CC1=C(C=NC=C1)C=1C=C/2C(=CN1)NC(\C2=C(\C)/NC=2C=NN(C2)[C@H](C#N)C)=O